C(C)(C)(C)OCC=1C=C2C=C(NC2=C(C1)NC1CCOCC1)C1=CC=CC=C1 5-(tert-butoxymethyl)-2-phenyl-N-tetrahydropyran-4-yl-1H-indol-7-amine